BrC1=C2CCN(C(C2=CC(=C1)\C=C\OCC)=O)C(C)C1=NC=C(C#N)C(=C1)OCC (E)-6-(1-(5-bromo-7-(2-ethoxyvinyl)-1-oxo-3,4-dihydroisoquinolin-2(1H)-yl)ethyl)-4-ethoxynicotinonitrile